C(#N)C1=C(C=CC(=N1)[C@@H]1CC[C@H](CC1)CN(C(=O)[C@@H]1CC[C@H](CC1)C(=O)OC)C1=CC(=CC=C1)C=1N=C(OC1)C1CC1)OC trans-Methyl 4-(((trans-4-(6-cyano-5-methoxypyridin-2-yl)cyclohexyl)methyl)(3-(2-cyclopropyloxazol-4-yl)phenyl)carbamoyl)cyclohexanecarboxylate